tert-Butyl 4-[1-[4-[[5-chloro-4-[4-methoxy-2-[methyl(methylsulfonyl)amino]anilino]pyrimidin-2-yl]amino]-2-ethyl-5-methoxy-phenyl]-4-piperidyl]piperazine-1-carboxylate ClC=1C(=NC(=NC1)NC1=CC(=C(C=C1OC)N1CCC(CC1)N1CCN(CC1)C(=O)OC(C)(C)C)CC)NC1=C(C=C(C=C1)OC)N(S(=O)(=O)C)C